[(3S)-3-Aminobutyl][2-(methyloxy)ethyl]amine dihydrochloride Cl.Cl.N[C@H](CCNCCOC)C